FC1=C(C=C2NC(C(=NC2=C1F)C)=O)CN1CCN(CC1)C=1C=CC(=NC1F)C(=O)NC 5-{4-[(7,8-difluoro-2-methyl-3-oxo-4H-quinoxalin-6-yl)methyl]piperazin-1-yl}-6-fluoro-N-methylpyridine-2-carboxamide